(1S,4S,5R)-5-{[4-cyclopropyl-1-(2,6-dichlorophenyl)-1H-pyrazol-5-yl]methoxyl-2-azabicyclo[2.2.1]heptan-2-yl}-1,3-benzothiazole-6-carboxylic acid C1(CC1)C=1C=NN(C1CO[C@@]12N(C[C@@H](CC1)C2)C=2C(=CC1=C(N=CS1)C2)C(=O)O)C2=C(C=CC=C2Cl)Cl